1,2-diiodocarbamoyl-3-dimethylaminopropane IC(C(CN(C)C)I)C(N)=O